2-(2,6-dioxopiperidin-3-yl)-4-((4-(2-((hexahydro-2,5-methanopentalen-3a(1H)-yl)amino)ethyl)benzyl)oxy)isoindoline-1,3-dione O=C1NC(CCC1N1C(C2=CC=CC(=C2C1=O)OCC1=CC=C(C=C1)CCNC12CC3CC2CC(C1)C3)=O)=O